FC1=C(C=CC(=C1)CC(=O)OC)N1CCN(CC1)C(=O)OC(C)(C)C Tert-butyl 4-(2-fluoro-4-(2-methoxy-2-oxoethyl)phenyl)piperazine-1-carboxylate